NC1=CC(=C(CCN2C(OC(C2=O)C)C=2C(=NN(C2)C2=CC=C(C=C2)Br)C2=CNC=C2)C=C1)F 3-(4-Amino-2-fluorophenethyl)-2-(1-(4-bromophenyl)-3-(1H-pyrrol-3-yl)-1H-pyrazole-4-yl)-5-methyloxazolidin-4-one